3-(1-oxo-5-(((1R,2S)-2-((pyridin-4-ylmethyl)amino)cyclopentyl)oxy)isoindolin-2-yl)piperidine-2,6-dione O=C1N(CC2=CC(=CC=C12)O[C@H]1[C@H](CCC1)NCC1=CC=NC=C1)C1C(NC(CC1)=O)=O